C(C)N1C(=C(C2=CC(=CC=C12)B1OC(C(O1)(C)C)(C)C)CC(COC(=O)[C@H]1NNCCC1)(C)C)C=1C(=NC=CC1)[C@H](C)OC 3-(1-ethyl-2-(2-((S)-1-methoxyethyl) pyridin-3-yl)-5-(4,4,5,5-tetramethyl-1,3,2-dioxaborolan-2-yl)-1H-indol-3-yl)-2,2-dimethylpropyl-(S)-hexahydropyridazine-3-carboxylate